OC(C)(C)C1=NC=CC(=C1)C1=C2C(=NC=C1)C=C(O2)C2=CC=C(C=C2)C2(CC2)C(=O)N2CCOCC2 (1-(4-(7-(2-(2-hydroxypropan-2-yl)pyridin-4-yl)furo[3,2-b]pyridin-2-yl)phenyl)cyclopropyl)(morpholino)methanone